(indol-3-yl)-pyridine N1C=C(C2=CC=CC=C12)C1=NC=CC=C1